C(C)NC(=O)C1=C(N(C2=CC=C(C(=C12)CN1CCCCC1)O)C1=CC=CC=C1)C1=CC=C(C=C1)OC N-ethyl-5-hydroxy-2-(4-methoxyphenyl)-1-phenyl-4-(piperidin-1-ylmethyl)-1H-indole-3-carboxamide